FC1=CC=C(C=C1)N1N=C2C=C(C=CC2=C1)C(C)(C)NC(OC1CN2CCC1CC2)=O 1-azabicyclo[2.2.2]oct-3-yl {2-[2-(4-fluorophenyl)-2H-indazol-6-yl]propan-2-yl}carbamate